5-(3-(3-(2,2-difluorocyclopropyl)prop-1-ynyl)phenylthio)-1H-1,2,3-triazole-4-carboxylic acid FC1(C(C1)CC#CC=1C=C(C=CC1)SC1=C(N=NN1)C(=O)O)F